NC1=CC=C(OC=2C=C(C=C(C2)S(=O)(=O)O)S(=O)(=O)O)C=C1 5-(4-Aminophenoxy)-1,3-Phenylenedisulfonic Acid